CN(S(=O)(=O)N(C(OCC1=CC=CC=C1)=O)C1(CC1)C1=CN(C2=CC(=CC=C12)C1=CC=NC=C1)CC(C)C)C benzyl (N,N-dimethylsulfamoyl)(1-(1-isobutyl-6-(pyridin-4-yl)-1H-indol-3-yl)cyclopropyl)carbamate